FC1=C(C=O)C(=CC=C1)C 2-FLUORO-6-METHYLBENZALDEHYDE